3,3-difluoro-N-{4-fluoro-3-[5-(morpholin-4-yl)-2H-pyrazolo[3,4-b]pyridin-2-yl]phenyl}azetidine-1-carboxamide FC1(CN(C1)C(=O)NC1=CC(=C(C=C1)F)N1N=C2N=CC(=CC2=C1)N1CCOCC1)F